{4-[17α-Ethynyl-17β-hydroxy-3-methoxyestra-1,3,5(10)-trien-2-yl]piperazin-1-yl}[(2S)-1-(quinolin-2-ylcarbonyl)pyrrolidin-2-yl]methanone C(#C)[C@]1([C@]2(C)[C@@H](CC1)[C@@H]1CCC=3C=C(C(=CC3[C@H]1CC2)N2CCN(CC2)C(=O)[C@H]2N(CCC2)C(=O)C2=NC1=CC=CC=C1C=C2)OC)O